(E)-1-(4-methoxyphenyl)but-2-en-1-one COC1=CC=C(C=C1)C(\C=C\C)=O